((4-chlorophenyl)sulfonyl)-3-(3,4,5-trimethoxyphenyl)-1H-pyrazole-5-carboxamide ClC1=CC=C(C=C1)S(=O)(=O)N1N=C(C=C1C(=O)N)C1=CC(=C(C(=C1)OC)OC)OC